4-(4-amino-6-(4-methacrylamido-phenyl)-7-methyl-7H-pyrrolo[2,3-d]pyrimidin-5-yl)-N,N-dimethylbenzamide NC=1C2=C(N=CN1)N(C(=C2C2=CC=C(C(=O)N(C)C)C=C2)C2=CC=C(C=C2)NC(C(=C)C)=O)C